(3R)-3-[8-[4-[4-[1-[3-amino-6-(3-fluoro-2-hydroxy-phenyl)pyridazin-4-yl]pyrazol-4-yl]piperazin-1-yl]cyclohexyl]-2,3-dihydro-1,4-benzoxazin-4-yl]piperidine-2,6-dione NC=1N=NC(=CC1N1N=CC(=C1)N1CCN(CC1)C1CCC(CC1)C1=CC=CC=2N(CCOC21)[C@H]2C(NC(CC2)=O)=O)C2=C(C(=CC=C2)F)O